5-((1S,3R)-2-(2-Fluoro-2-methylpropyl)-3-methyl-2,3,4,9-tetrahydro-1H-pyrido[3,4-b]indol-1-yl)-2-(((R)-1-(3-fluoropropyl)pyrrolidin-3-yl)methyl)thiazole FC(CN1[C@@H](C=2NC3=CC=CC=C3C2C[C@H]1C)C1=CN=C(S1)C[C@@H]1CN(CC1)CCCF)(C)C